NC=1SC2=C(N1)C=CC(=C2)C2(NN(C=C2)CC2=CC=C(C(=O)NO)C=C2)C2=CC(=CC=C2)F 4-{[3-(2-aminobenzo[d]thiazol-6-yl)-3-(3-fluorophenyl)-1H-pyrazol-1-yl]methyl}-N-hydroxybenzamide